yttrium-cerium [Ce].[Y]